COC=1C=C2CCN(CC2=CC1NC1=NC2=CC(=CC=C2C=N1)N1C(CCC1)=O)C 1-{2-[(6-methoxy-2-methyl-1,2,3,4-tetrahydroisoquinolin-7-yl)amino]quinazolin-7-yl}pyrrolidin-2-one